ethyl 2,2,11-trimethyl-4-oxo-3,8,14,17-tetraoxa-5,11-diazanonadecan-19-oate CC(C)(OC(NCCOCCN(CCOCCOCC(=O)OCC)C)=O)C